3-diethylamino-7-diethylaminophenoxazinium perchlorate Cl(=O)(=O)(=O)[O-].C(C)N(C=1C=CC=2[NH2+]C3=CC=C(C=C3OC2C1)N(CC)CC)CC